FC1(OC(OC(C1(F)F)(F)F)(C(F)(F)F)C(F)(F)F)F perfluoro(2,2-dimethyl-1,3-dioxane)